(3R)-3-({2-[3-(methylsulfanyl)phenyl][1,2,4]triazolo[1,5-c]quinazolin-5-yl}amino)azepan-2-one CSC=1C=C(C=CC1)C1=NN2C(=NC=3C=CC=CC3C2=N1)N[C@H]1C(NCCCC1)=O